((2R,3R)-3-(2-aminophenyl)-1,4-dioxaspiro[4.5]decan-2-yl)methyl sulfamate S(N)(OC[C@H]1OC2(O[C@@H]1C1=C(C=CC=C1)N)CCCCC2)(=O)=O